3-(Aminomethyl)phenyl 6-(acetoxymethyl)-2-oxo-2H-chromene-3-carboxylate hydrochloride hemihydrate O.Cl.C(C)(=O)OCC=1C=C2C=C(C(OC2=CC1)=O)C(=O)OC1=CC(=CC=C1)CN.NCC=1C=C(C=CC1)OC(=O)C=1C(OC2=CC=C(C=C2C1)COC(C)=O)=O.Cl